methyl tetradecenoate CCCCCCCCCCC/C=C/C(=O)OC